5-chloro-2-(7-fluoro-chroman-4-yl)-4-methylbenzoic acid ClC=1C(=CC(=C(C(=O)O)C1)C1CCOC2=CC(=CC=C12)F)C